germylene oxide [GeH2]=O